2-butyl-4-(tert-butylamino)-1-(3,4,5,6-tetrahydro-2H-pyran-4-ylmethyl)thiophene C(CCC)C=1S(C=C(C1)NC(C)(C)C)CC1CCOCC1